FC1=C2/C(/CCN(C2=CC(=C1)C1=NNC(O1)=O)[C@@H](C)[C@@H]1[C@@H](CNCC1)C)=N/OC 5-[(4E)-5-fluoro-4-(methoxyimino)-1-{(1S)-1-[(3S,4S)-3-methylpiperidin-4-yl]ethyl}-1,2,3,4-tetrahydroquinolin-7-yl]-1,3,4-oxadiazol-2(3H)-one